3,4,7,15-tetraazatricyclo[12.3.1.02,6]Octadecan-1(18),2(6),4,14,16-pentaen-8-one trifluoroacetate FC(C(=O)O)(F)F.C1=2C=3NN=CC3NC(CCCCCC(=NC=C1)C2)=O